2-(3,5-dimethylphenyl)-5-isopropylquinoline CC=1C=C(C=C(C1)C)C1=NC2=CC=CC(=C2C=C1)C(C)C